(E)-2-((E)-3-((Z)-2-(5-fluoro-3-methylbenzothiazole-2(3H)-ylidene)vinyl)-6-oxocyclohexan-1,4-Dien-1-yl)vinyl-3-methylbenzothiazolium FC=1C=CC2=C(N(C(S2)=C=CC2C=C(C(C=C2)=O)/C=C/C=2SC3=C([N+]2C)C=CC=C3)C)C1